(D-glycero-β-D-mannoheptopyranosyl)diphosphate [C@@H]1([C@@H](O)[C@@H](O)[C@H](O)[C@H](O1)[C@H](O)CO)OP([O-])(=O)OP(=O)([O-])[O-]